C1(CCCCC1)P(CCCCCP(C1CCCCC1)C1CCCCC1)C1CCCCC1 1,5-bis(dicyclohexylphosphino)pentane